C1(CC1)N1CCN(CC1)C1CCN(CC1)C1=C(C=C(C(=C1)OC)NC1=NC=NC(=C1)N1OCC[C@@H]1C1=CC=C(C=C1)F)NC(C=C)=O N-(2-(4-(4-cyclopropylpiperazine-1-yl)piperidine-1-yl)-5-((6-((R)-3-(4-fluorophenyl)isoxazolidine-2-yl)pyrimidine-4-yl)amino)-4-methoxyphenyl)acrylamide